C1(=CC=CC=C1)C1=NC(=CC=N1)C1=CC=C(C=C1)C1=CC=CC=C1 2-phenyl-6-(biphenyl-4-yl)pyrimidine